ethyl 1'-(4-methoxybenzyl)-2'-oxo-1',2',6,7-tetrahydro-4H-spiro[benzofuran-5,3'-pyrrolo[2,3-b]pyridine]-2-carboxylate COC1=CC=C(CN2C(C3(C=4C2=NC=CC4)CCC4=C(C=C(O4)C(=O)OCC)C3)=O)C=C1